FC=1C(=C(C(=O)OC)C=CC1C=1N(C=C(N1)C(F)(F)F)C(C)C)OC methyl 3-fluoro-4-[1-isopropyl-4-(trifluoromethyl) imidazol-2-yl]-2-methoxybenzoate